OC1CC(C1)OC1=CC=C(C(=O)OC(C)(C)C)C=C1 tert-butyl 4-(3-hydroxycyclobutoxy)benzoate